O[C@@](CCC)([2H])C1=CC(=C(C=N1)C=1C=NC2=CC(=NC=C2C1)NC(=O)C1CC1)C N-(3-(6-((R)-1-hydroxybutyl-1-d)-4-methylpyridin-3-yl)-1,6-naphthyridin-7-yl)cyclopropane-1-carboxamide